C(C1=CC=CC=C1)OC1=NC(=CC=C1C1=NN(C2=C(C=CC=C12)N1CCN(CC1)C[C@H]1C(CN(CC1)C(=O)OC(C)(C)C)(C)C)C)O tert-butyl (R)-4-((4-(3-(2-(benzyloxy)-6-hydroxypyridin-3-yl)-1-methyl-1H-indazol-7-yl)piperazin-1-yl)methyl)-3,3-dimethylpiperidine-1-carboxylate